(+)-3(R),5,7-Trihydroxy-2(R)-(3,4,5-trihydroxyphenyl)-3,4-dihydro-2H-1-benzopyran-4-one O[C@@H]1[C@H](OC2=C(C1=O)C(=CC(=C2)O)O)C2=CC(=C(C(=C2)O)O)O